((2S,5R)-2,5-dimethyl-4-((S)-1-(quinoxalin-6-yl)ethyl)piperazin-1-yl)-6-hydroxy-4-methyl-2-(tetrahydro-2H-pyran-2-yl)-2,4-dihydro-5H-pyrazolo[4,3-b]pyridin-5-one C[C@@H]1N(C[C@H](N(C1)[C@@H](C)C=1C=C2N=CC=NC2=CC1)C)C=1N(N=C2C1N(C(C(=C2)O)=O)C)C2OCCCC2